C1CNC2NCC=CN2C1 1,5,7-triazabicyclo[4.4.0]decene